3,5-bis(methylthio)-2,4-tolylenediamine CSC=1C(=C(C)C=C(C1N)SC)N